N(=[N+]=[N-])CCC[C@H]1[C@@H]([C@@H]2O[Si](OC[C@H]2O1)(C(C)(C)C)C(C)(C)C)OC (4aR,6S,7S,7aR)-6-(3-azidopropyl)-2,2-di-tert-butyl-7-methoxy-tetrahydro-4H-furo[3,2-d][1,3,2]dioxasiline